3-[2-[isopropyl-(methyl)amino]ethyl]-7-methylindol-4-ol C(C)(C)N(CCC1=CNC=2C(=CC=C(C12)O)C)C